(S)-7-fluoro-1,2,3,4-tetrahydroisoquinoline-3-carboxylic acid methyl ester COC(=O)[C@H]1NCC2=CC(=CC=C2C1)F